F[B-](F)(F)F.FC1=CC=CC=C1 o-fluorobenzene fluoroborate